5-(azetidin-3-yloxy)-N-((R)-1-(3-(5-((((1S,3S)-3-hydroxycyclopentyl)amino)methyl)thiophen-2-yl)phenyl)ethyl)-2-methylbenzamide N1CC(C1)OC=1C=CC(=C(C(=O)N[C@H](C)C2=CC(=CC=C2)C=2SC(=CC2)CN[C@@H]2C[C@H](CC2)O)C1)C